NC1=C(C(=NC=2N1N=C(C2CC)C)NCCC2=NN(C=C2)CC2CC(C2)O)C#N 7-amino-3-ethyl-5-((2-(1-((3-hydroxycyclobutyl)methyl)-1H-pyrazol-3-yl)ethyl)amino)-2-methylpyrazolo[1,5-a]pyrimidine-6-carbonitrile